N-((3-methylcyclohexyl)(o-tolyl)methyl)-4-(trifluoromethoxy)benzenesulfonamide CC1CC(CCC1)C(NS(=O)(=O)C1=CC=C(C=C1)OC(F)(F)F)C1=C(C=CC=C1)C